BrC(C(=O)OC(CS)CCCCCCCCC)(C)C 2-(2-bromoisobutyryloxy)undecyl thiol